4-chloro-1-ethyl-8-(1-methylpiperidin-4-yl)-2-(trifluoromethyl)chromeno[7,8-d]imidazol-6(1H)-one ClC1=CC=2C(C=C(OC2C2=C1N=C(N2CC)C(F)(F)F)C2CCN(CC2)C)=O